3-benzyl-imidazo[1,5-a]pyridine-1-carboxylic acid C(C1=CC=CC=C1)C1=NC(=C2N1C=CC=C2)C(=O)O